tert-Butyl 4-(4-(hydroxymethyl)-5-methylthiazol-2-yl)benzoate OCC=1N=C(SC1C)C1=CC=C(C(=O)OC(C)(C)C)C=C1